C(=O)(OC(C)(C)C)N[C@@H](CCCNC(N)=N)C(=O)O BOCarginine